(R)-tert-butyl (8-(2-bromo-6-(2,3-dichlorophenyl)-5-methylpyridin-3-yl)-8-azaspiro[4.5]decan-1-yl)carbamate BrC1=NC(=C(C=C1N1CCC2(CCC[C@H]2NC(OC(C)(C)C)=O)CC1)C)C1=C(C(=CC=C1)Cl)Cl